1,2-Cyclohexanedioic acid sodium salt [Na+].C1(C(CCCC1)C(=O)[O-])C(=O)[O-].[Na+]